NC=1C=C(C=CC1OCOCCOC)N1C(C2=CC=C(C=C2C1)Br)=O 2-(3-amino-4-((2-methoxyethoxy)methoxy)phenyl)-5-bromoisoindolin-1-one